C(C)OC(CC1(CC(C1)O)C1=CC=C2CN(C(C2=C1)=O)C(=O)OC(C)(C)C)=O tert-Butyl 6-(1-(2-ethoxy-2-oxoethyl)-3-hydroxycyclobutyl)-1-oxoisoindoline-2-carboxylate